S(=O)(=O)(O)C(C(=O)OCC(CCCC)CC)CC(=O)OCC(CCCC)CC di(2-ethylhexyl) sulfosuccinate